acryloxybenzaldehyde C(C=C)(=O)OC1=C(C=O)C=CC=C1